FC=1C(=NC(=NC1)N[C@H]1C[C@H](CCC1)C(=O)OC)C1=CC(=CC=C1)N1C(COCC1)=O cis-methyl 3-((5-fluoro-4-(3-(3-oxomorpholino)phenyl)pyrimidin-2-yl)amino)cyclohexane-1-carboxylate